3-butylbutyric acid C(CCC)C(CC(=O)O)C